C1(=CC=C(C=C1)N(C1(C(C=C(C=C1)C1=CC(=CC=C1)CC)CC)N(C1=CC=C(C=C1)C1=CC=CC=C1)C1=CC=C(C=C1)C1=CC=CC=C1)C1=CC=C(C=C1)C1=CC=CC=C1)C1=CC=CC=C1 N,N,N',N'-tetra(biphenyl-4-yl)-3,3'-diethylbiphenyl-4,4-diamine